6-(piperazin-1-yl)-1H-pyrazolo[3,4-d]Pyrimidin-4-amine N1(CCNCC1)C1=NC(=C2C(=N1)NN=C2)N